C(C)(C)(C)C1=C(C=CC(=C1)C(C)(C)C)C(O)(C(CO)(CO)CO)C1=C(C=C(C=C1)C(C)(C)C)C(C)(C)C bis(2,4'-di-tert-butylphenyl)pentaerythritol